C(CCCCCCCCC)OCCCCCCCCCC di-decyl ether